ClC1=CC(=C(C(=C1)C)NC(=O)C1=CC(=NN1C1=NC=CC=C1Cl)OC1CN(C1)CC(F)(F)F)C(NC(C)C)=O N-(4-chloro-2-(isopropylcarbamoyl)-6-methylphenyl)-1-(3-chloropyridin-2-yl)-3-((1-(2,2,2-trifluoroethyl)azetidin-3-yl)oxy)-1H-pyrazole-5-carboxamide